1H-indazole-7-Formic acid N1N=CC2=CC=CC(=C12)C(=O)O